3-(tetrahydro-2H-pyran-4-yl)-1H-pyrazol-4-ylbenzoic acid methyl ester COC(C1=C(C=CC=C1)C=1C(=NNC1)C1CCOCC1)=O